C(CCC(=O)[O-])(=O)OC(Cl)C(C)(C)C tert-butylchloromethyl butanedioate